C(CCCCCC)C(C(=O)OCCN(C(C=CC(NCCOCCN(C)C)=O)=O)CCOC(C(CCCCCCCCC)CCCCCCC)=O)CCCCCCCCC 13-{2-[(2-heptyl-1-oxoundecyl) oxy] ethyl}-2-methyl-9,12-dioxo-5-oxa-2,8,13-triazapentadec-10-en-15-yl 2-heptylundecanoate